C(CCCCCCCCCCCCCCC)N1C(=C(C(C2=CC=CC=C12)=O)OC(=O)C(C)(C)C)C1=CC=CC=C1 N-hexadecyl-2-phenyl-3-t-butylcarbonyloxy-quinolin-4-one